FC1=NN=C2N1C1=CC(=CC=C1C(=N2)N(C=2C=C(C=CC2)C2=CC=C(C=C2)C(F)(F)F)C)N fluoro-N5-methyl-N5-(4'-(trifluoromethyl)-[1,1'-biphenyl]-3-yl)-[1,2,4]triazolo[4,3-a]quinazoline-5,8-diamine